ClC1=C(C=C(C=C1)C1=CN(C(C=C1)=O)C(C)C)CC(C(=O)NC1=CC=C(C=C1)N1C=NC=C1)NC(=O)C=1N(N=CC1)C N-[1-[[2-chloro-5-(1-isopropyl-6-oxo-3-pyridyl)phenyl]methyl]-2-(4-imidazol-1-ylanilino)-2-oxo-ethyl]-2-methyl-pyrazole-3-carboxamide